8-(trifluoromethyl)-1-({5-[5-(trifluoromethyl)-1,2,4-oxadiazol-3-yl]pyridin-2-yl}methyl)-3,4-dihydroquinolin-2(1H)-one FC(C=1C=CC=C2CCC(N(C12)CC1=NC=C(C=C1)C1=NOC(=N1)C(F)(F)F)=O)(F)F